6-(3-((1-(2,4-difluoro-3-methoxyphenyl)cyclopropyl)glycyl)-3,8-diazabicyclo[3.2.1]octan-8-yl)nicotinonitrile FC1=C(C=CC(=C1OC)F)C1(CC1)NCC(=O)N1CC2CCC(C1)N2C2=NC=C(C#N)C=C2